2-amino-2-methylpropionic acid Methyl ester hydrochloride Cl.COC(C(C)(C)N)=O